1,3,4,6,7,12c-Hexahydro-2H-pyrido[4'',3'':4',5']thieno[3',2':3,4]pyrido[1,2-a]pyrazine C1C2N(CCN1)CCC1=C2C2=C(S1)C=NC=C2